METHYL-1-ISOCYANOCYCLOHEXYL-CARBOXYLATE CC1C(CCCC1)([N+]#[C-])C(=O)[O-]